COCOC1=C(C=CC=C1)C=1N=NC2=CC=C(C=C2C1)\C=N\O (E)-N-({3-[2-(methoxymethoxy)phenyl]cinnolin-6-yl}methylidene)hydroxylamine